2-(6-methoxy-2-methylpyrimidin-4-yl)-1-((2S)-7-methyl-6-(2-methyl-2H-tetrazol-5-yl)-3,4-dihydro-1H-spiro(1,8-naphthyridine-2,3'-pyrrolidin)-1'-yl)propan-1-one COC1=CC(=NC(=N1)C)C(C(=O)N1C[C@]2(CC1)NC1=NC(=C(C=C1CC2)C=2N=NN(N2)C)C)C